propenyl-monomethoxy-monopropoxysilane C(=CC)[SiH](OCCC)OC